[Si](C1=CC=CC=C1)(C1=CC=CC=C1)(C(C)(C)C)OCCOCCOCCOCCOCCC(=O)OC(C)(C)C Tert-butyl 3-[2-[2-[2-[2-[tert-butyl(diphenyl)silyl]oxyethoxy]ethoxy]ethoxy]ethoxy]propanoate